(E)-2-(2-chlorostyryl)-3-fluoroaniline ClC1=C(/C=C/C2=C(N)C=CC=C2F)C=CC=C1